BrC=1C=CC=C2C(=C(N=NC12)C(=O)NCCC)NC 8-Bromo-4-(methylamino)-N-propylcinnoline-3-carboxamide